nitro-dihydroxyphenylalanine [N+](=O)([O-])[C@](N(O)O)(CC1=CC=CC=C1)C(=O)O